FC1=CC=C(C=C1)NC(C(CC(=O)OC)OC)=O methyl 4-((4-fluorophenyl) amino)-3-methoxy-4-oxobutanoate